1-((2R,3R,4R,5R)-3,4-diacetoxy-5-(acetoxymethyl)tetrahydrofuran-2-yl)-3-((2-(3-methyl-2,6-dioxo-7-pentyl-2,3,6,7-tetrahydro-1H-purin-1-yl)ethoxy)carbonyl)pyridin-1-ium C(C)(=O)O[C@H]1[C@@H](O[C@@H]([C@H]1OC(C)=O)COC(C)=O)[N+]1=CC(=CC=C1)C(=O)OCCN1C(N(C=2N=CN(C2C1=O)CCCCC)C)=O